2-chloro-5-fluoro-4-(phenylethynyl)pyrimidine ClC1=NC=C(C(=N1)C#CC1=CC=CC=C1)F